[Fe+3].C(CCC)C(C(=O)[O-])=C.C(CCC)C(C(=O)[O-])=C.C(CCC)C(C(=O)[O-])=C tri(n-butyl acrylate) iron